C(#N)C=1C(=NC(=NC1)N[C@H]1C[C@H](CCC1)N1C=NC=2C1=NC=C(C2)C#N)C=2C=NN(C2)CC 3-((1S,3R)-3-((5-cyano-4-(1-ethyl-1H-pyrazol-4-yl)pyrimidin-2-yl)amino)cyclohexyl)-3H-imidazo[4,5-b]pyridine-6-carbonitrile